(S)-N-(7-((4-Hydroxy-1-(4-phenoxypicolinoyl)piperidin-4-yl)ethynyl)-5-methyl-4-oxo-2,3,4,5-tetrahydrobenzo[b][1,4]oxazepin-3-yl)-4-phenoxypicolinamid OC1(CCN(CC1)C(C1=NC=CC(=C1)OC1=CC=CC=C1)=O)C#CC1=CC2=C(OC[C@@H](C(N2C)=O)NC(C2=NC=CC(=C2)OC2=CC=CC=C2)=O)C=C1